hydroxy-N-(4-phenyl-6-(phenylamino)-1,3,5-triazin-2-yl)cyclopropanecarboxamide OC1(CC1)C(=O)NC1=NC(=NC(=N1)C1=CC=CC=C1)NC1=CC=CC=C1